3-(5-((4-(3,3-Dimethylbutanoyl)-3-hydroxy-2-methylphenoxy)methyl)pyrazin-2-yl)-2-methoxybenzoic acid CC(CC(=O)C1=C(C(=C(OCC=2N=CC(=NC2)C=2C(=C(C(=O)O)C=CC2)OC)C=C1)C)O)(C)C